CC(C(CCCCCC)O)O trans-2,3-nonanediol